thiazolo[4,5-c]pyridin S1C=NC=2C=NC=CC21